CS(=O)(=O)C=1C=C2C(=CN=CC2=CC1)N 6-(methylsulfonyl)isoquinolin-4-amine